N-Boc-N-methylpropoxyamine C(=O)(OC(C)(C)C)N(C)OCCC